3-(6-((2-(pyridin-3-yl)pyrrolidin-1-yl)methyl)spiro[3.3]hept-2-yl)urea N1=CC(=CC=C1)C1N(CCC1)CC1CC2(CC(C2)NC(N)=O)C1